C1(=CC=CC=C1)C(C)OC(C)=O.FC1=C(C=CC(=C1)S(=O)(=O)C)COC1CN(C1)C(=O)N1C[C@H](CC1)C1=CN=NN1 [3-[(2-Fluoro-4-methylsulfonyl-phenyl)methoxy]azetidin-1-yl]-[(3S)-3-(1H-triazol-5-yl)pyrrolidin-1-yl]methanone 1-phenylethyl-acetate